Imidazole acetate C(C)(=O)O.N1C=NC=C1